salicylic acid magnesium salt [Mg+2].C(C=1C(O)=CC=CC1)(=O)[O-].C(C=1C(O)=CC=CC1)(=O)[O-]